N[C@@H](CO)C(=O)OC(CCCCCCCCCCC)=O.[Na] sodium lauroyl serinate